[2H]C(C1=NC(=CC(=C1)C1=C(N=C(S1)NC(=O)N1CC2(COC2)C1)C1=CC(=CC=C1)C#N)C([2H])([2H])[2H])([2H])[2H] N-[5-[2,6-bis(trideuteromethyl)-4-pyridinyl]-4-(3-cyanophenyl)thiazol-2-yl]-2-oxa-6-azaspiro[3.3]heptane-6-carboxamide